(1R,2R)-2-fluoro-N-(5'-{[6-(1-hydroxypropyl)-4-methylpyridin-3-yl]amino}-[4,4'-bipyrimidin]-6-yl)cyclopropane-1-carboxamide F[C@H]1[C@H](C1)C(=O)NC1=CC(=NC=N1)C1=NC=NC=C1NC=1C=NC(=CC1C)C(CC)O